methyl-N-(1-methylcyclopropyl)-5-{4-propoxy-5H,6H,7H,8H-pyrido[3,4-d]pyrimidine-7-carbonyl}furo[2,3-d]pyrimidin-4-amine CC=1N=C(C2=C(N1)OC=C2C(=O)N2CC=1N=CN=C(C1CC2)OCCC)NC2(CC2)C